OC(C=O)C=O 2-hydroxypropanedial